[Si](C1=CC=CC=C1)(C1=CC=CC=C1)(C(C)(C)C)OC1COC2=C1C=CC=C2NC2=NNC1=CC(=CC=C21)[C@@H]2C[C@@]21C(NC2=CC=C(C=C12)OC)=O (1R,2S)-2-[3-([3-[(tert-butyldiphenylsilyl)oxy]-2,3-dihydro-1-benzofuran-7-yl]amino)-1H-indazol-6-yl]-5'-methoxy-1'H-spiro[cyclopropane-1,3'-indol]-2'-one